FC(C1=NN=C(O1)C=1C=CC(=NC1)CN1C(C2=CC=C(C=C2C(C1=O)(C)C)N1CCN(CC1)C(=O)OC(C)(C)C)=O)F tert-butyl 4-(2-((5-(5-(difluoromethyl)-1,3,4-oxadiazole-2-yl)pyridine-2-yl)methyl)-4,4-dimethyl-1,3-dioxo-1,2,3,4-tetrahydroisoquinoline-6-yl)piperazine-1-carboxylate